C(C)OC(=O)C1=CC2=C(N(C(N2C(C)C)=O)C)C=C1Br 6-bromo-3-isopropyl-1-methyl-2-oxo-2,3-dihydro-1H-benzo[d]imidazole-5-carboxylic acid ethyl ester